O1[C@@H](CC1)CN1C(=NC2=C1C=C(C=C2)C(=O)O)CN2CC1=CC(=CC=C1CC2)OC(C)C2=CC=CC=C2 1-(((S)-oxetan-2-yl)methyl)-2-((7-(1-phenylethoxy)-3,4-dihydroisoquinolin-2(1H)-yl)methyl)-1H-benzo[d]imidazole-6-carboxylic acid